1-isopropyl-3-methyl-N-[(1-methylimidazol-4-yl)methyl]-5-(2-propoxy-3-pyridyl)pyrazolo[4,3-b]pyridin-7-amine C(C)(C)N1N=C(C2=NC(=CC(=C21)NCC=2N=CN(C2)C)C=2C(=NC=CC2)OCCC)C